(S)-2-((4-(6-((7-Fluoroquinoxalin-6-yl)methoxy)pyridin-2-yl)piperidin-1-yl)methyl)-1-(oxetan-2-ylmethyl)-1H-benzo[d]imidazole-6-carboxylic acid FC1=C(C=C2N=CC=NC2=C1)COC1=CC=CC(=N1)C1CCN(CC1)CC1=NC2=C(N1C[C@H]1OCC1)C=C(C=C2)C(=O)O